C(C1=CC=CC=C1)NC(C(=O)[O-])CCC1=CC=CC=C1 benzylamino-4-phenylbutyrate